5,8-dihydro-1H,4H-2,3,6,7-tetrathia-anthracene C1SSCC2=CC=3CSSCC3C=C12